FC1=CC(=C(S1)C1=CC=CC(=N1)C)CNC(=O)O[C@H](C)C1=CC=CC=C1 6-(5-fluoro-3-(((((R)-1-Phenylethoxy)carbonyl)amino)methyl)thiophen-2-yl)-2-methylpyridine